CC(CC(O)C)O 1,3-dimethyl-1,3-propanediol